C(C=C)(=O)NC[C@@H]1CN(C=2C=CC=C(C2C1)C(=O)NS(=O)(=O)C1CC1)C1=CC=C(C=C1)C(F)(F)F |o1:6| (R)- or (S)-3-(acrylamidomethyl)-N-(cyclopropylsulfonyl)-1-(4-(trifluoromethyl)phenyl)-1,2,3,4-tetrahydro-quinoline-5-carboxamide